3-(2-oxo-7-(piperidin-4-yl)-5,6-dihydro-4H-imidazo[4,5,1-ij]quinolin-1(2H)-yl)piperidine-2,6-dione formate C(=O)O.O=C1N(C=2C=CC(=C3CCCN1C23)C2CCNCC2)C2C(NC(CC2)=O)=O